cyclobutanol C1(CCC1)O